N-{[5-(cyclopropylmethoxy)-2-fluorophenyl]methyl}-2-methoxy-5-{2-propanamidoimidazo[1,2-b]pyridazin-6-yl}pyridine-3-carboxamide C1(CC1)COC=1C=CC(=C(C1)CNC(=O)C=1C(=NC=C(C1)C=1C=CC=2N(N1)C=C(N2)NC(CC)=O)OC)F